N-ethyl-2,4-dihydroxy-5-isopropyl-N-(1-methyl-1H-pyrazolo[3,4-b]pyridin-5-yl)benzamide C(C)N(C(C1=C(C=C(C(=C1)C(C)C)O)O)=O)C=1C=C2C(=NC1)N(N=C2)C